4-chloro-6,7-dimethoxy-quinoline ClC1=CC=NC2=CC(=C(C=C12)OC)OC